C(C(C)C)OC1=C(C=CC=2N1N=C(N2)N[C@@H]2[C@@H](CN(CC2)S(=O)(=O)C)C)C=2C=NNC2 5-Isobutoxy-N-((3R,4S)-3-methyl-1-(methylsulfonyl)piperidin-4-yl)-6-(1H-pyrazol-4-yl)-[1,2,4]triazolo[1,5-a]pyridin-2-amine